OXABORININ O1BC=CC=C1